C(C)(C)(C)OC(NCC1=CNC(C2=CC=C(C=C12)C=1C=NN(C1C1=C(C2=CC=CC=C2C(=C1)Cl)C#N)C)=O)=O ((6-(5-(4-chloro-1-cyanonaphthalen-2-yl)-1-methyl-1H-pyrazol-4-yl)-1-oxo-1,2-dihydroisoquinolin-4-yl)methyl)carbamic acid tert-butyl ester